2-(4-(2-hydroxyethyl)-piperazin-1-yl)-ethane-1-sulfonic acid OCCN1CCN(CC1)CCS(=O)(=O)O